3-methyl-imidazole hexafluorophosphate F[P-](F)(F)(F)(F)F.CN1C=NC=C1